methyl (R)-4-amino-1-(4-(1-hydroxyethyl)phenyl)-7-methoxy-2-oxo-1,2-dihydroquinoline-3-carboxylate NC1=C(C(N(C2=CC(=CC=C12)OC)C1=CC=C(C=C1)[C@@H](C)O)=O)C(=O)OC